3-(benzylsulfanyl)-5-bromo-2-nitropyridine C(C1=CC=CC=C1)SC=1C(=NC=C(C1)Br)[N+](=O)[O-]